6,3-bis(2-ethoxy-4-diethylaminophenyl)-4-azaphthalide C(C)OC1=C(C=CC(=C1)N(CC)CC)C1=CN=C2C(OC(=O)C2=C1)C1=C(C=C(C=C1)N(CC)CC)OCC